6-(3-amino-6-(1-(1-(2,2,2-trifluoroethyl)piperidin-4-yl)-1H-pyrazol-4-yl)pyrazin-2-yl)-2-(3,5-dimethoxyphenyl)pyridazin-3(2H)-one NC=1C(=NC(=CN1)C=1C=NN(C1)C1CCN(CC1)CC(F)(F)F)C=1C=CC(N(N1)C1=CC(=CC(=C1)OC)OC)=O